1-(((3S)-1-((3-cyano-1-azetidinyl)sulfonyl)-3-piperidinyl)carbonyl)-N-(3-(trifluoromethyl)benzyl)-D-prolinamide C(#N)C1CN(C1)S(=O)(=O)N1C[C@H](CCC1)C(=O)N1[C@H](CCC1)C(=O)NCC1=CC(=CC=C1)C(F)(F)F